C(C)(C)N1C(=NN=C1)C1=CC=CC(=N1)N1C(N(CC1)C1=CC(=CC=C1)C=1C=NN(C1)S(=O)(=O)C)=O 1-(6-(4-isopropyl-4H-1,2,4-triazol-3-yl)pyridin-2-yl)-3-(3-(1-(methylsulfonyl)-1H-pyrazol-4-yl)phenyl)imidazolidin-2-one